(3-bromobenzylidene)piperidine-1-carboxylic acid tert-butyl ester C(C)(C)(C)OC(=O)N1C(CCCC1)=CC1=CC(=CC=C1)Br